OC[C@@H]1N(CC1)C(=O)OC(C)(C)C Tert-butyl (R)-2-(hydroxymethyl)azetidine-1-carboxylate